4-Amino-6-((3,5-difluorophenyl)amino)-N-(2,3-dihydro-1H-inden-2-yl)pyridineamide NC1=CC(=NC(=C1)NC1=CC(=CC(=C1)F)F)C(=O)NC1CC2=CC=CC=C2C1